C(CCCCCCC)N1[C@H](CN(CC1=O)C(=O)OC(C)(C)C)C(=O)OC 1-(tert-butyl) 3-methyl (R)-4-octyl-5-oxopiperazine-1,3-dicarboxylate